N-ethyl-3-(2-methoxyphenyl)propan-1-amine C(C)NCCCC1=C(C=CC=C1)OC